CCCCCCC(C#CC(CCCCCC)O)O hexadecane-8-yne-7,10-diol